F[C@@H]1[C@@H]2CC[C@H](C[C@H]1N(C1=CC=C(N=N1)C1=C(C=C(C=C1)N1N=C(N=N1)C)O)C)N2C 2-(6-(((1S,2R,3R,5R)-2-fluoro-8-methyl-8-azabicyclo[3.2.1]octan-3-yl)(methyl)amino)pyridazin-3-yl)-5-(5-methyl-2H-tetrazol-2-yl)phenol